BrC1=C(C=C2C(=NC(=NC2=C1F)O)O)Cl 7-bromo-6-chloro-8-fluoro-quinazoline-2,4-diol